C(C)(C)(C)N(C(O)=O)CCN1CCN(CC1)C1=C(C=CC=C1)OC.COC1=C(C=CC=C1)N1CCN(CC1)CCC1=C(C(=NC(=N1)N)N)N (2-(4-(2-methoxyphenyl)piperazin-1-yl)ethyl)pyrimidine-2,4,5-triamine tert-butyl-(2-(4-(2-methoxyphenyl)piperazin-1-yl)ethyl)carbamate